N1N=CC2=CC=C(C=C12)C#CC=1C2=C(C(=NC1C)C)C(=NO2)NC2=CC(=CC=C2)OC(F)(F)F 7-((1H-indazol-6-yl)ethynyl)-4,6-dimethyl-N-(3-(trifluoromethoxy)phenyl)isoxazolo[4,5-c]pyridin-3-amine